2-{[2,6-bis(phenyl)phenyl-(2,6-diisopropoxyphenyl)]-phosphino}-2-trifluoromethylphenol C1(=CC=CC=C1)C1=C(C(=CC=C1)C1=CC=CC=C1)C=1C(=C(C(=CC1)OC(C)C)PC1(C(C=CC=C1)O)C(F)(F)F)OC(C)C